C1(CCC(CC1)CN=C=O)CN=C=O cyclohexane-1,4-diylbis(methylene) diisocyanate